C(C(=C)C)(=O)OCC(COC(CCC1=CC(=C(C=C1)O)O)=O)O 3-((3-(3,4-dihydroxyphenyl) propionyl) oxy)-2-hydroxypropyl methacrylate